(S)-tetrahydrofuran-3-yl (8-amino-7-fluoro-6-(3-fluoro-8-methyl-2,3-dihydro-1H-pyrido[2,3-b][1,4]oxazin-7-yl)isoquinolin-3-yl)carbamate NC=1C(=C(C=C2C=C(N=CC12)NC(O[C@@H]1COCC1)=O)C1=C(C2=C(OC(CN2)F)N=C1)C)F